4-hydroxy-6-phenethyl-pyran OC1=CCOC(=C1)CCC1=CC=CC=C1